(P)-(R)-1-(5-fluoro-2-methoxy-4-((1,1,1-trifluoropropan-2-yl)oxy)phenyl)-N-(isoxazol-3-yl)-2-oxo-1,2-dihydroquinoline-6-sulfonamide FC=1C(=CC(=C(C1)N1C(C=CC2=CC(=CC=C12)S(=O)(=O)NC1=NOC=C1)=O)OC)O[C@@H](C(F)(F)F)C